3-(5-((4-((4'-chloro-5,5-dimethyl-3,4,5,6-tetrahydro-[1,1'-biphenyl]-2-yl)methyl)piperazin-1-yl)difluoromethyl)-1-oxoisoindolin-2-yl)piperidine-2,6-dione ClC1=CC=C(C=C1)C1=C(CCC(C1)(C)C)CN1CCN(CC1)C(C=1C=C2CN(C(C2=CC1)=O)C1C(NC(CC1)=O)=O)(F)F